The molecule is the monohydrochloride salt of remifentanil. It has a role as a mu-opioid receptor agonist, an opioid analgesic, an intravenous anaesthetic and a sedative. It contains a remifentanil. CCC(=O)N(C1=CC=CC=C1)C2(CC[NH+](CC2)CCC(=O)OC)C(=O)OC.[Cl-]